3-methyl-4-(4,4,5,5-tetramethyl-1,3,2-dioxaborolan-2-yl)-2-(trifluoromethyl)pyridine CC=1C(=NC=CC1B1OC(C(O1)(C)C)(C)C)C(F)(F)F